OC(CC(=O)O)(C(CO)O)O 3,3,4,5-tetrahydroxyvaleric acid